BrCC1=CC(=CC(=C1)C)CBr 1,3-Bis(bromomethyl)-5-methylbenzene